O=C1N(CCC(N1)=O)C1=CC=C2C=CN(C2=C1)CC(=O)OC(C)(C)C tert-Butyl 2-(6-(2,4-dioxotetrahydropyrimidin-1(2H)-yl)-1H-indol-1-yl)acetate